C(/C1=CC=CC=C1)=C\1/N(C(/C(/NC1=O)=C/C=1N=CNC1C(C)(C)C)=O)CCOCCOCC(=O)OC(C)(C)C tert-butyl 2-[2-[2-[(2Z,5Z)-2-benzylidene-5-[(5-tert-butyl-1H-imidazol-4-yl)methylene]-3,6-dioxo-piperazin-1-yl]ethoxy]ethoxy]acetate